O=C1NC(CCC1N1C(C2=CC=CC(=C2C1=O)NCCCC(=O)NC=1C=CC(=C(C(=O)N[C@@H](C)C2=CC=CC3=CC=CC=C23)C1)C)=O)=O 5-(4-((2-(2,6-dioxopiperidin-3-yl)-1,3-dioxoisoindolin-4-yl)amino)butanamido)-2-methyl-N-((S)-1-(naphthalen-1-yl)ethyl)benzamide